4-(8-(3,4-dichlorophenyl)-3,8-diazabicyclo[3.2.1]octane-3-carbonyl)quinolin-2(1H)-one ClC=1C=C(C=CC1Cl)N1C2CN(CC1CC2)C(=O)C2=CC(NC1=CC=CC=C21)=O